FC=1C=NC(=NC1)C=1C=C(C=CC1C(F)(F)F)NC(=O)N1C2CC(CC1(C2)C(=O)O)C trans-6-((3-(5-fluoropyrimidin-2-yl)-4-(trifluoromethyl)phenyl)carbamoyl)-3-methyl-6-azabicyclo[3.1.1]heptane-1-carboxylic acid